NC=1CC(=CC2=C(N1)C=C(S2)CC2CCN(CC2)C(=O)OC(C)(C)C)C(N(CCC)CCCNC(=O)OC2CCC2)=O tert-butyl 4-[[5-amino-7-[3-(cyclobutoxycarbonylamino) propyl-propylcarbamoyl]-6H-thieno[3,2-b]azepin-2-yl]methyl]piperidine-1-carboxylate